C1(=CC=CC=C1)CC(C(=O)OC)C1NCCCC1 methyl 3-phenyl-2-(piperidin-2-yl)propanoate